3α,7α-dihydroxy-12-oxo-5β-cholanic acid O[C@H]1C[C@H]2C[C@H]([C@H]3[C@@H]4CC[C@H]([C@@H](CCC(=O)O)C)[C@]4(C(C[C@@H]3[C@]2(CC1)C)=O)C)O